C1C[C@H](NC1)CO L-(+)-Prolinol